(1R,4S)-4-(benzyloxy)cyclopent-2-en-1-yl acetate C(C)(=O)O[C@H]1C=C[C@H](C1)OCC1=CC=CC=C1